tris(diethylamino)niobium(III) C(C)N(CC)[Nb](N(CC)CC)N(CC)CC